4-bromo-2-((pyridin-3-ylimino)methyl)phenol BrC1=CC(=C(C=C1)O)C=NC=1C=NC=CC1